tert-butyl (2-methyl propan-2-yl)oxycarbonyl carbonate C(OC(C)(C)C)(OC(=O)OC(C)(C)C)=O